6-(4-Chloro-3,5-difluorophenyl)-3-cyclopropyl-4-oxo-4,5-dihydropyrazolo[1,5-a]pyrazine-2-carboxylic acid ClC1=C(C=C(C=C1F)C=1NC(C=2N(C1)N=C(C2C2CC2)C(=O)O)=O)F